C(C)N1CCN(CC1)CCCOC1=CC=C2C=C(C(OC2=C1)=NO)C(C)=O 7-[3-(4-ethyl-1-piperazinyl)propoxy]-3-acetylcoumarin oxime